C1(CC1)S(=O)(=O)C1(CC1)CN1C(C2=C(CC1)C(=NN2)C(=O)N)=O 6-((1-(cyclopropylsulfonyl)cyclopropyl)methyl)-7-oxo-4,5,6,7-tetrahydro-1H-pyrazolo[3,4-c]pyridine-3-carboxamide